COC=1C=C2C(=CC=NC2=CC1OC)OC1=C(C=C(C=C1)NC1=NN(C=C1C(=O)NC1=CC=C(C=C1)F)C)F 3-((4-((6,7-dimethoxyquinolin-4-yl)oxy)-3-fluorophenyl)amino)-N-(4-fluorophenyl)-1-methyl-1H-pyrazole-4-carboxamide